[Cl-].[Cl-].C[N+]12CC[NH+](CC1)CC2 1-methyl-1,4-diazabicyclo[2.2.2]octane-1,4-diium dichloride